NC1=NC=CC(=C1)C1=CNC=2N=CN=C(C21)NCC2=NC(=CC=C2)N2CC(NCC2)CF 5-(2-Aminopyridin-4-yl)-N-((6-(3-(fluoromethyl)piperazin-1-yl)pyridin-2-yl)methyl)-7H-pyrrolo[2,3-d]pyrimidin-4-amine